(S)-2-(4-isobutylphenyl)propanamide C(C(C)C)C1=CC=C(C=C1)[C@@H](C(=O)N)C